N-(4-((2-(4,4-Difluoropiperidin-1-yl)-6-methylpyrimidin-4-yl)amino)-5-(7-azaspiro[3.5]nonan-7-yl)quinazolin-7-yl)-2-hydroxyethane-1-sulfonamide FC1(CCN(CC1)C1=NC(=CC(=N1)NC1=NC=NC2=CC(=CC(=C12)N1CCC2(CCC2)CC1)NS(=O)(=O)CCO)C)F